7-(methoxymethoxy)chroman-4-one COCOC1=CC=C2C(CCOC2=C1)=O